BrC=1C(=C(C(=NC1)F)OCOC)C#CC(C)C 5-bromo-2-fluoro-3-(methoxymethyloxy)-4-(3-methylbut-1-ynyl)pyridine